ClC=1C=C(C2=C(C(OC(N2)=O)=O)C1)C 6-chloro-8-methyl-2H-3,1-benzoxazine-2,4(1H)-dione